P(OC1C(N(C(CC1)(C)C)C)(C)C)(OC1C(N(C(CC1)(C)C)C)(C)C)OC1C(N(C(CC1)(C)C)C)(C)C tris(1,2,2,6,6-pentamethylpiperidinyl) phosphite